1,1,1,3,3,3-hexafluoropropan-2-yl (R)-1-((2-(trifluoromethyl)pyridin-3-yl)carbamoyl)-6-azaspiro[2.5]octane-6-carboxylate FC(C1=NC=CC=C1NC(=O)[C@@H]1CC12CCN(CC2)C(=O)OC(C(F)(F)F)C(F)(F)F)(F)F